C(C(=C)C)(=O)OC1COCOC1 1,3-dioxan-5-yl methacrylate